tert-butyl (4RS,6S)-2-(4-chloro-2-fluorophenyl)-4,6-dimethyl-3-(pyridin-4-yl)-6,7-dihydropyrazolo[1,5-a]pyrazine-5(4H)-carboxylate ClC1=CC(=C(C=C1)C1=NN2C([C@H](N([C@H](C2)C)C(=O)OC(C)(C)C)C)=C1C1=CC=NC=C1)F |&1:11|